CC=1C=C(C=C(C1N)C)C1=CC=CC=C1 3,5-dimethyl-[1,1'-biphenyl]-4-amine